NC1CCC(CC1)S(=O)(=O)NCC1=CC=C(C=C1)OC 4-Amino-N-(4-methoxybenzyl)cyclohexane-1-sulfonamide